FC1=CC=C(C=N1)N1N=C(C2=CC=C(C(=C12)C)[N+](=O)[O-])C=1C2=CN(N=C2C=CC1)C 1-(6-fluoro-pyridin-3-yl)-7,2'-dimethyl-6-nitro-1H,2'H-[3,4']biindazolyl